C1(CC1)C1=NN(N=C1)C=1C=CC(=C(O\C(\C(=O)OC)=C/OC)C1)C methyl (Z)-2-[5-(4-cyclopropyltriazol-2-yl)-2-methyl-phenoxy]-3-methoxy-prop-2-enoate